COC1=C(C=CC=C1)S(=O)(=O)NC1NOC2=C1C1=C(C(=C2)OC=2SC=CN2)CCCCO1 2-methoxy-N-(6-(thiazol-2-yloxy)-2,3,4,5,9,10-hexahydrooxepino[3',2':5,6]benzo[1,2-d]isoxazol-10-yl)benzenesulfonamide